thiophen-3-yl-1',2',3',4'-tetrahydro-[1,1'-biphenyl]-2,6-diol S1C=C(C=C1)C1=C(C(=C(C=C1)O)C1CCCC=C1)O